C1(=CC=CC=C1)[C@H](C1CCNCC1)C1=CC=C(C=C1)C |o1:6| (S or R)-4-(Phenyl(p-tolyl)methyl)piperidine